2-fluoro-N-(4-(6-((R)-1-hydroxybutyl)-4-methylpyridin-3-yl)imidazo[1,2-a][1,6]naphthyridin-8-yl)cyclopropane-1-carboxamide FC1C(C1)C(=O)NC1=NC=C2C=C(C=3N(C2=C1)C=CN3)C=3C=NC(=CC3C)[C@@H](CCC)O